C(C)[C@H]1OC2=C(CN(C1)CC=1C=C(C=CC1C)CC(C(=O)[O-])(C)C)C=C1C=CC=CC1=C2 3-(3-(((R)-2-ethyl-2,3-dihydronaphtho[2,3-f][1,4]oxazepin-4(5H)-yl)methyl)-4-methylphenyl)-2,2-dimethylpropanoate